7-(6-(1-methyl-1H-pyrazol-4-yl)-1H-pyrrolo[2,3-b]pyridin-3-yl)spiro[chromane-2,4'-piperidin]-4-one CN1N=CC(=C1)C1=CC=C2C(=N1)NC=C2C2=CC=C1C(CC3(CCNCC3)OC1=C2)=O